3,6,9,12-tetraoxa-tetradecane-1,14-diamine C(COCCOCCOCCOCCN)N